CN1N=C2C=CC(=CC2=C1)C1=CNC2=NC=C(C=C21)C=2CCN(CC2)C 2-methyl-5-(5-(1-methyl-1,2,3,6-tetrahydropyridin-4-yl)-1H-pyrrolo[2,3-b]pyridin-3-yl)-2H-indazole